1-phenyl-1H-1,2,3-triazole-4-sulfonyl chloride C1(=CC=CC=C1)N1N=NC(=C1)S(=O)(=O)Cl